tri(perfluoroethyl)methoxysilane FC(C(F)(F)F)(F)[Si](OC)(C(C(F)(F)F)(F)F)C(C(F)(F)F)(F)F